methyl 3-[2-(5-bromo-2-cyano-phenoxy)ethoxy]cyclobutanecarboxylate BrC=1C=CC(=C(OCCOC2CC(C2)C(=O)OC)C1)C#N